N-(cyclopentylmethyl)-6-((2-(1-(cyclopropylsulfonyl)-1H-pyrazol-4-yl)pyrimidin-4-yl)amino)-4-(isopropylamino)-nicotinamide C1(CCCC1)CNC(C1=CN=C(C=C1NC(C)C)NC1=NC(=NC=C1)C=1C=NN(C1)S(=O)(=O)C1CC1)=O